(R)-6-(3-(2-bromo-5-(trifluoromethyl)phenyl)piperazin-1-yl)pyrimidine-2,4-diamine BrC1=C(C=C(C=C1)C(F)(F)F)[C@@H]1CN(CCN1)C1=CC(=NC(=N1)N)N